ClC1=C(C=C(C=C1)N1CC2(C3=NC(=CC=C31)C(=O)N3C(CN(CC3)C3=NC(=C(C(=O)O)C(=C3)C)C)(C)C)CC(C2)OC)F 6-(4-((1r,3r)-1'-(4-chloro-3-fluorophenyl)-3-methoxy-1',2'-dihydrospiro[cyclobutane-1,3'-pyrrolo[3,2-b]pyridine]-5'-carbonyl)-3,3-dimethylpiperazin-1-yl)-2,4-dimethylnicotinic acid